FC1=CC=C(C=N1)N1N=C(C=C1)C#N 1-(6-fluoropyridin-3-yl)-1H-pyrazole-3-carbonitrile